5-(2H-Pyrazol-3-yl)-2-(2-pyrrolidin-1-ylmethyl-2,3-dihydro-benzofuran-6-yloxy)-pyridine N=1NC(=CC1)C=1C=CC(=NC1)OC1=CC2=C(CC(O2)CN2CCCC2)C=C1